4-benzyl-3-[3-(4-bromophenyl)-2-propanoyl-3,4-dihydropyrazol-5-yl]-6-chloro-1H-quinolin-2-one C(C1=CC=CC=C1)C1=C(C(NC2=CC=C(C=C12)Cl)=O)C=1CC(N(N1)C(CC)=O)C1=CC=C(C=C1)Br